2-[[2-(1,5-dimethylpyrazol-4-yl)pyrrolo[2,3-c]pyridin-6-yl]methyl]-6-methyl-1,3-benzothiazole CN1N=CC(=C1C)C=1C=C2C(=CN(C=C2)CC=2SC3=C(N2)C=CC(=C3)C)N1